ClC=1C=C(C=C(C1)F)[C@H]1OCCN2C1=NC(=N2)NC2[C@H]1CN(C[C@@H]2CC1)C1=CN=NC(=C1)OC (8R)-8-(3-chloro-5-fluoro-phenyl)-N-[(1R,5s)-3-(6-methoxypyridazin-4-yl)-3-azabicyclo[3.2.1]oct-8-yl]-6,8-dihydro-5H-[1,2,4]triazolo[5,1-c][1,4]oxazin-2-amine